C(C)(C)(C)OC(=O)NCCCCCCCCOC1=NOC(=C1)C(C(=O)O)C(C)C 2-[3-[8-(tert-butoxycarbonylamino)octoxy]isoxazol-5-yl]-3-methyl-butanoic acid